C(C)(C)(C)OC(=O)NCC(C(=O)OCC)C1=CC(=C(C=C1)F)Cl Ethyl 3-(tert-butoxycarbonylamino)-2-(3-chloro-4-fluorophenyl)propionate